N-(t-butoxycarbonyl)-N-methylalanine C(C)(C)(C)OC(=O)N([C@@H](C)C(=O)O)C